C(C)N(CCN1C=C2C(C=3C=CC=CC13)=NC(=C2)C2=CC=C(C=C2)C(F)(F)F)CC 5-(2-(diethylamino)ethyl)-2-(4-(trifluoromethyl)phenyl)Azolo[4,5-c]Quinoline